COC[C@@H]1CN(C[C@H]1NC1=NN=C(C2=CC=CC=C12)C1=CC=C(C=C1)C(F)(F)F)C(=O)OC(C)(C)C tert-butyl (3R,4S)-3-(methoxymethyl)-4-((4-(4-(trifluoromethyl)phenyl)phthalazin-1-yl)amino)pyrrolidine-1-carboxylate